N-{4-[(2,2-difluorocyclopentyl)(methyl)amino]-3-fluorophenyl}-2-(pyrrolidin-1-yl)-5-(2,2,2-trifluoroethyl)oxazole-4-carboxamide FC1(C(CCC1)N(C1=C(C=C(C=C1)NC(=O)C=1N=C(OC1CC(F)(F)F)N1CCCC1)F)C)F